CC=1C2=C(N=NC1NC=1SC3=C(N1)C=C(C=C3)C)N(CCC2)C2=CC=CC(=N2)C(=O)[O-] 6-[4-methyl-3-[(5-methyl-1,3-benzothiazol-2-yl)amino]-6,7-dihydro-5H-pyrido[2,3-c]pyridazin-8-yl]pyridine-2-carboxylate